1-hydroxy-3,7-dimethyloct-6-en OCCC(CCC=C(C)C)C